C(CC)OC(C(C(=O)OCCC)CCCCC1=CC=CC=C1)=O phenyln-butylmalonic acid dipropyl ester